4-(3-hydroxy-3-(6-morpholinylpyridin-2-yl)cyclobutyl)-2-cyanopyridine OC1(CC(C1)C1=CC(=NC=C1)C#N)C1=NC(=CC=C1)N1CCOCC1